(R)-N-[(1S)-7-cyano-1,3-dihydrospiro[indene-2,4'-piperidine]-1-yl]-2-methylpropan-2-sulfinamide C(#N)C=1C=CC=C2CC3(CCNCC3)[C@@H](C12)N[S@](=O)C(C)(C)C